COC1=CC=C(C=C1)CCC=1N=C(C2=C(N1)OC(=C2C(=O)N)C)NC2(CC2)C [2-(4-methoxyphenyl)ethyl]-6-methyl-4-[(1-methylcyclopropyl)amino]furo[2,3-d]pyrimidine-5-carboxamide